C1(CCCCC1)C1=CC=C(C=C1)NC=1C2=C(N=C(N1)N1C[C@H](OCC1)CNC(OC(C)(C)C)=O)C(N(C2)C(C)C)=O tert-butyl {[(2R)-4-{4-[(4-cyclohexylphenyl)amino]-7-oxo-6-(propan-2-yl)-6,7-dihydro-5H-pyrrolo[3,4-d]pyrimidin-2-yl}morpholin-2-yl]methyl}carbamate